8-(4-Fluorophenyl)-9-(4-((1-(3-fluoropropyl)azetidin-3-yl)methyl)phenyl)-7-methyl-6,7-dihydro-5H-benzo[7]annulen FC1=CC=C(C=C1)C=1C(CCC2=C(C1C1=CC=C(C=C1)CC1CN(C1)CCCF)C=CC=C2)C